COC(=O)C1=CC=2[C@H](CCC3=C(C2C=CC1=O)C(=C(C(=C3)OC)OC)OC)NC(=O)OC(C)(C)C.OCC3CC(CCC3)CO 1,3-di(hydroxymethyl)cyclohexane methyl-(S)-7-(tert-butoxycarbonyl)amino-1,2,3-trimethoxy-10-oxo-5,6,7,10-tetrahydrobenzo[a]heptalen-9-carboxylate